(E)-1-(4-aminophenyl)-3-(4-(piperidin-1-yl)phenyl)prop-2-en-1-one methyl-(4S)-4-amino-4,5-dihydrofuran-2-carboxylate COC(=O)C=1OC[C@H](C1)N.NC1=CC=C(C=C1)C(\C=C\C1=CC=C(C=C1)N1CCCCC1)=O